tert-butyl 3-((3-(2-(2,6-dioxopiperidin-3-yl)-1,3-dioxoisoindolin-4-yl)prop-2-yn-1-yl)oxy)propanoate O=C1NC(CCC1N1C(C2=CC=CC(=C2C1=O)C#CCOCCC(=O)OC(C)(C)C)=O)=O